C1(CC1)C1N(CC(CC1C)C1=C2C=CC=NC2=C(C=C1)C(F)(F)F)C(=O)N cis-cyclopropyl-3-methyl-5-[8-(trifluoromethyl)-5-quinolyl]piperidine-1-carboxamide